2,3,4,5,6-pentafluoro-N,N-bis(4-methoxybenzyl)benzenesulfonamide FC1=C(C(=C(C(=C1F)F)F)F)S(=O)(=O)N(CC1=CC=C(C=C1)OC)CC1=CC=C(C=C1)OC